C(C)(C)(C)OC(=O)NC(=N)N(CC1=CC=CC=C1)C(=O)OC(C)(C)C N,N'-di-tert-butoxycarbonyl-N'-benzylguanidine